5-((3-bromo-4-(3-fluoropropoxy)-5-methoxyphenylmethyl)oxy)-2-(tert-butyl)-4-chloropyridazin-3(2H)-one BrC=1C=C(C=C(C1OCCCF)OC)COC1=C(C(N(N=C1)C(C)(C)C)=O)Cl